N1=C(NC2=C1C=CC=C2)CN(CC=2NC1=C(N2)C=CC=C1)CC=1NC2=C(N1)C=CC=C2 tri(2-benzimidazolylmethyl)amine